N1-(oxetan-3-yl)propane-1,3-diamine O1CC(C1)NCCCN